pyrogallol tris-triflate S(=O)(=O)(C(F)(F)F)OC1=C(OS(=O)(=O)C(F)(F)F)C(OS(=O)(=O)C(F)(F)F)=CC=C1